[C@@H]1([C@H](O)[C@H](O)[C@@H](CSCC[C@H](N)C(=O)O)O1)N1C=NC=2C(N)=NC=NC12 anti-S-adenosyl-homocysteine